γ-(methacryloyloxy)propyltriethoxysilane C(C(=C)C)(=O)OCCC[Si](OCC)(OCC)OCC